2-methyl-6-ethyl-pyridine CC1=NC(=CC=C1)CC